fluorenylidenemethane C=C1C2=CC=CC=C2C3=CC=CC=C13